C(CCCCCCCCCCCl)Cl undecylene chloride